4-((8-methyl-2-oxo-2,3-dihydro-1H-pyrido[2,3-b][1,4]oxazin-7-yl)amino)-N-(4-(4-methylpiperazin-1-yl)phenyl)-2-oxo-1,2-dihydropyridine-3-carboxamide CC1=C(C=NC=2OCC(NC21)=O)NC2=C(C(NC=C2)=O)C(=O)NC2=CC=C(C=C2)N2CCN(CC2)C